(S)-N-((R)-(3-(2-((6-fluoro-2-methylpyridin-3-yl)oxy)-4-(trifluoromethyl)benzamido)phenyl)(methyl)(oxo)-λ6-sulfaneylidene)pyrrolidine-2-carboxamide formate C(=O)O.FC1=CC=C(C(=N1)C)OC1=C(C(=O)NC=2C=C(C=CC2)[S@](=NC(=O)[C@H]2NCCC2)(=O)C)C=CC(=C1)C(F)(F)F